FC(C1=NC(=NO1)C1=CC2=C([C@@H](CO2)NC(C)=O)C=C1)F (S)-N-(6-(5-(difluoromethyl)-1,2,4-oxadiazol-3-yl)-2,3-dihydrobenzofuran-3-yl)acetamide